ClC1=CC=CC=2N1C(=C(N2)CC)C(=O)NCC2=CC=C(C=C2)N2CCC(CC2)C2=CC=C(C=C2)OC(F)(F)F chloro-2-ethyl-N-(4-(4-(4-(trifluoromethoxy)phenyl)piperidine-1-yl)benzyl)imidazo[1,2-a]pyridine-3-carboxamide